The molecule is a 10-membered cyclodepsipeptide containing four amino acids in the L- configuration, Ala, Leu, Thr (2 residues); one (Arg) in the D-configuration; two N-methyl amino acids, N-MeAla and N-MeGln; a methoxy tyrosine, a 3, 4-dimethyl-L-glutamine, and a 4-amino-7-guanidino-2,3 dihydroxypentanoic acid (AGDHE), formally derived from L-Arg. It is obtained from the shallow water sponge Callipelta and has been found to show activity against HIV virus. It has a role as a metabolite, an anti-HIV-1 agent and an antifungal agent. It is a member of guanidines, a member of phenols, a cyclodepsipeptide, a lactone and an oligopeptide. C[C@@H]1[C@@H](C(=O)N[C@H](C(=O)N[C@@H](C(=O)N[C@H](C(=O)N([C@H](C(=O)N[C@@H](C(=O)N([C@H](C(=O)O1)C)C)[C@@H](C2=CC=C(C=C2)O)OC)CCC(=O)N)C)CC(C)C)CCCN=C(N)N)[C@@H](C)O)NC(=O)[C@H]([C@@H](C)[C@@H](C)C(=O)N)NC(=O)[C@@H]([C@@H]([C@H](CCCN=C(N)N)NC(=O)[C@@H](C)NC(=O)[C@H](C)[C@@H]([C@H](C)CC(C)C)O)O)O